N1(CCCC1)CCCN1N=CC(=C1)C=C 1-(3-pyrrolidin-1-ylpropyl)-4-vinylpyrazole